tert-butyl (2-(4-isopropylpiperazin-1-yl)ethyl)(1-(3-(5-(trifluoromethyl)-1H-indol-2-yl)phenyl)piperidin-4-yl)carbamate C(C)(C)N1CCN(CC1)CCN(C(OC(C)(C)C)=O)C1CCN(CC1)C1=CC(=CC=C1)C=1NC2=CC=C(C=C2C1)C(F)(F)F